FC1=CC=C(C=C1)C1=CN=CC=2NC(C(N(C21)C)=O)=O 8-(4-Fluorophenyl)-1-methyl-1,4-dihydropyrido[3,4-b]pyrazine-2,3-dione